FC(N1N=C(N=N1)Br)(F)F 2-(trifluoromethyl)-5-bromotetrazole